CC=1C=C(C=C(C1)C#CC1=CC=C(C#N)C=C1)C#CC1=CC=C(C#N)C=C1 4,4'-((5-methyl-1,3-phenylene)bis(ethyne-2,1-diyl))dibenzonitrile